ClC1=NC(=CC(=C1)C(C1=CC=NC=C1)(F)F)Cl 2,6-Dichloro-4-[difluoro(4-pyridyl)methyl]pyridine